2-amino-1,8-naphthyridine-3-carbonitrile NC1=NC2=NC=CC=C2C=C1C#N